N-(2-benzyl-3-hydroxy-2-methylbutyl)-1-methyl-5-oxo-4,5-dihydro-1H-1,2,4-triazole-3-carboxamide C(C1=CC=CC=C1)C(CNC(=O)C1=NN(C(N1)=O)C)(C(C)O)C